N(=[N+]=[N-])C1C(CCC1)=O 2-azidocyclopentanone